N[C@H](C1CCN(CC1)C(C(CC)(O)O)=O)C1=C(C=C(C(=C1)Cl)Cl)O 1-[4-[(R)-amino(4,5-dichloro-2-hydroxyphenyl)methyl]piperidin-1-yl]-(2R,3R)-rel-dihydroxybutan-1-one